1-(3'-dimethylaminopropyl)-3-ethyl-carbodiimide hydrochloride Cl.CN(CCCN=C=NCC)C